(R or S)-5-(3,4-dimethylphenyl)-N-(1,1-dioxido-2,3-dihydrothiophen-3-yl)picolinamide CC=1C=C(C=CC1C)C=1C=CC(=NC1)C(=O)N[C@H]1CS(C=C1)(=O)=O |o1:17|